FC([C@@H](C(C(=O)O)C1=CC2=CC=CC=C2C=C1)C)(F)F (3R)-4,4,4-Trifluoro-3-methyl-2-(naphthalen-2-yl)butanoic acid